N-[Tris(hydroxymethyl)methyl]-2-aminoethanesulfonic acid sodium salt [Na+].OCC(NCCS(=O)(=O)[O-])(CO)CO